CN1CCC(CC1)NC=1C=2C=C(N(C2C=CC1)CC(F)(F)F)C=1OC(=NN1)CNC=1C=NNC1 N-(1-methylpiperidin-4-yl)-2-(5-{[(1H-pyrazol-4-yl)amino]methyl}-1,3,4-oxadiazol-2-yl)-1-(2,2,2-trifluoroethyl)-1H-indol-4-amine